(S)-8-(4,4-dimethylcyclohex-1-en-1-yl)-N-(1-hydroxypropan-2-yl)quinoline-3-carboxamide CC1(CC=C(CC1)C=1C=CC=C2C=C(C=NC12)C(=O)N[C@H](CO)C)C